ClC=1C=C2C(=CC(OC2=CC1OCC=C)=O)C 6-chloro-7-allyloxy-4-methylcoumarin